COC1=CC=C(OCC(=O)N(C2=CC=CC=C2)CCSC)C=C1 2-(4-Methoxyphenoxy)-N-(2-methylsulfanylethyl)-N-phenyl-acetamide